COC=1C=C(C=CC1)NC1=NC(=NN1C)CCCC1=CC=CC=C1 N-(3-Methoxyphenyl)-1-methyl-3-(3-phenylpropyl)-1H-1,2,4-triazol-5-amine